N-[4-(4-chloro-2-oxopyridin-1(2H)-yl)-3-sulfamoylphenyl]-2-(2-chlorophenyl)-acetamide ClC1=CC(N(C=C1)C1=C(C=C(C=C1)NC(CC1=C(C=CC=C1)Cl)=O)S(N)(=O)=O)=O